(R)-pyrrolidin-3-yl-(S)-1-(3-fluorobicyclo[1.1.1]pentan-1-yl)-3,4-dihydroisoquinoline N1C[C@@H](CC1)[C@H]1N=C(C2=CC=CC=C2C1)C12CC(C1)(C2)F